6-(benzylsulfanyl)-3-[1-(1-methyl-1H-pyrazol-4-yl)cyclopropyl]-1,2,3,4-tetrahydroquinazoline-2,4-dione C(C1=CC=CC=C1)SC=1C=C2C(N(C(NC2=CC1)=O)C1(CC1)C=1C=NN(C1)C)=O